FC=1C(=C(C(=O)O)C=CC1C(=O)O)F difluoroterephthalic acid